[F-].[Cl-].[Cl-].C=C ethylene dichloride monofluoride